3-(4-chlorophenyl)-N-((4-iodophenyl)sulfonyl)-4-phenyl-4,5-dihydro-1H-pyrazole-1-carboxamide ClC1=CC=C(C=C1)C1=NN(CC1C1=CC=CC=C1)C(=O)NS(=O)(=O)C1=CC=C(C=C1)I